(3S)-3-methyl-4-[7-(4-methylbenzenesulfonyl)-5-(tetramethyl-1,3,2-dioxaborolan-2-yl)-7H-pyrrolo[2,3-d]pyrimidin-4-yl]piperazine-1-carboxylic acid tert-butyl ester C(C)(C)(C)OC(=O)N1C[C@@H](N(CC1)C=1C2=C(N=CN1)N(C=C2B2OC(C(O2)(C)C)(C)C)S(=O)(=O)C2=CC=C(C=C2)C)C